C(CCC)[C@]1(CS(C2=C(N(C1)C1=CC=CC=C1)C=C(C(=C2)OCC(=O)O)N(C)C)(=O)=O)CC |r| racemic-2-((3-butyl-7-(dimethylamino)-3-ethyl-1,1-dioxido-5-phenyl-2,3,4,5-tetrahydro-1,5-benzothiazepin-8-yl)oxy)acetic acid